4,8-dichloro-3,7-difluoro-1,5-naphthyridine ClC1=C(C=NC2=C(C(=CN=C12)F)Cl)F